1-([1,1'-biphenyl]-4-ylmethyl)-6-chloro-7-(naphthalen-1-ylmethyl)-5-oxo-8-(3-(trifluoromethyl)phenyl)-1,2,3,5-tetrahydroimidazo[1,2-a]pyridine-3-carboxylic acid C1(=CC=C(C=C1)CN1CC(N2C1=C(C(=C(C2=O)Cl)CC2=CC=CC1=CC=CC=C21)C2=CC(=CC=C2)C(F)(F)F)C(=O)O)C2=CC=CC=C2